(R)-2-bromo-N-(5-chloropyridin-2-yl)propionamide (N,N-Diethylcarbamoyl)methyl-methyl-(2E)-but-2-ene-1,4-dioate C(C)N(C(=O)C\C(=C(/C(=O)O)\C)\C(=O)O)CC.Br[C@@H](C(=O)NC1=NC=C(C=C1)Cl)C